CC(CCCC1=CC=CC=C1)C=1C=C(C2=C(OC(C3=C2CC(CC3)C)(C)C)C1)O 7,8,9,10-Tetrahydro-3-(1-methyl-4-phenylbutyl)-6,6,9-trimethyl-6H-dibenzo(b,d)pyran-1-ol